5-methyl-3,4-dimethoxyphenol CC=1C(=C(C=C(C1)O)OC)OC